1-(4-fluorobenzyl)-2,5-dimethyl-1H-pyrrole-3-carboxylic acid FC1=CC=C(CN2C(=C(C=C2C)C(=O)O)C)C=C1